C(#N)C=1C=C(C(=NC1)OC)S(=O)(=O)NC1=C(C(=C(C=C1)F)[C@H]1CCC=2N(C1)C=NC2C=2NC=CN2)F 5-cyano-N-[2,4-difluoro-3-[(6R)-1-(1H-imidazol-2-yl)-5H,6H,7H,8H-imidazo[1,5-a]pyridin-6-yl]phenyl]-2-methoxypyridine-3-sulfonamide